tert-Butyl 7-(Hydroxymethyl)-2-azaspiro[3.5]non-6-ene-2-carboxylate OCC1=CCC2(CN(C2)C(=O)OC(C)(C)C)CC1